N'-(1-(3,3-dimethoxy-1-phenylcyclobutyl)ethylidene)-4-methylbenzenesulfonohydrazide COC1(CC(C1)(C1=CC=CC=C1)C(C)=NNS(=O)(=O)C1=CC=C(C=C1)C)OC